3-Bromo-1-[3-(cyclobutyloxy)phenyl]-5-isobutylpyrazole BrC1=NN(C(=C1)CC(C)C)C1=CC(=CC=C1)OC1CCC1